5-octyl-1,10-phenanthroline C(CCCCCCC)C1=C2C=CC=NC2=C2N=CC=CC2=C1